COC=1C=C(N=NC1OC)N1CCC(CC1)CN1CCC2(CN(C2)C=2N=CN=NC2OC2=C(C(=O)OC)C=C(C=C2)F)CC1 methyl 2-((5-(7-((1-(5,6-dimethoxypyridazin-3-yl) piperidin-4-yl) methyl)-2,7-diazaspiro[3.5]nonan-2-yl)-1,2,4-triazin-6-yl) oxy)-5-fluorobenzoate